CON(C(=O)C1CCCC2=CC=CC=C12)C N-methoxy-N-methyl-1,2,3,4-tetrahydronaphthalene-1-carboxamide